1,3,4,9-tetrahydropyrido[3,4-b]indole C1NCCC2=C1NC1=CC=CC=C21